2-(6-(3-(4-chlorobenzyl)ureido)spiro[3.3]Hept-2-yl)acetic acid ClC1=CC=C(CNC(NC2CC3(CC(C3)CC(=O)O)C2)=O)C=C1